(R)-7-chloro-N-(1-(3,3-difluoro-2,3-dihydrobenzofuran-7-yl)ethyl)-4-methylpyrido[3,4-d]pyridazin-1-amine ClC1=CC=2C(=C(N=NC2N[C@H](C)C2=CC=CC=3C(COC32)(F)F)C)C=N1